C(C1CO1)N(CCCCCCCCN(CC1CO1)CC1CO1)CC1CO1 N,N,N',N'-tetraglycidyl-1,8-diaminooctane